NC=1C=C2C(=NC1)N(CN2CC)C 6-amino-1-ethyl-3-methyl-1H-imidazo[4,5-b]pyridin